NC1=C2C=C(N=CC2=CC=C1)N1C=CC=2C1=CN=C(C2)O 1-(5-Aminoisoquinolin-3-yl)-1H-pyrrolo[2,3-c]pyridin-5-ol